N-(6-(benzo[d]thiazol-5-yl)-1-(3-fluoro-4-(2-methoxyethoxy)phenyl)-1H-pyrazolo[3,4-d]pyrimidin-4-yl)-5-nitrothiophene-2-carboxamide S1C=NC2=C1C=CC(=C2)C2=NC(=C1C(=N2)N(N=C1)C1=CC(=C(C=C1)OCCOC)F)NC(=O)C=1SC(=CC1)[N+](=O)[O-]